isopropyl 6-bromo-2,3-dihydro-4H-benzo[b][1,4]oxazine-4-carboxylate BrC1=CC2=C(OCCN2C(=O)OC(C)C)C=C1